CC1=C(C=C(C=C1)NC(C1=NC=CC(=C1)C(F)(F)F)=O)C=1C=2N(C3=CC(=NC=C3C1)NC=1N(C=CN1)C)CCN2 N-(4-methyl-3-(8-((1-methyl-1H-imidazol-2-yl)amino)-1,2-dihydroimidazo[1,2-a][1,6]naphthyridin-4-yl)phenyl)-4-(trifluoromethyl)picolinamide